2-chloro-1-(4-methyl-3-(p-tolyl)piperazin-1-yl)ethan-1-one ClCC(=O)N1CC(N(CC1)C)C1=CC=C(C=C1)C